rac-(2R,4S)-2-(1-cyclopropyl-6-keto-3-pyridyl)tetrahydropyran C1(CC1)N1C=C(C=CC1=O)[C@@H]1OCCCC1 |r|